4-(3-methoxyphenyl)-3-((3-((E)-4-(piperidin-1-ylmethyl)styryl)-1H-indazol-6-yl)methylene)pyrrolidin-2-one COC=1C=C(C=CC1)C1C(C(NC1)=O)=CC1=CC=C2C(=NNC2=C1)\C=C\C1=CC=C(C=C1)CN1CCCCC1